1,3,2-dioxaphosphine O1POCC=C1